N1-(5-(3-Iodo-1-methyl-1H-indazole-5-carboxamido)-2-methylphenyl)-N4-methylterephthalamide IC1=NN(C2=CC=C(C=C12)C(=O)NC=1C=CC(=C(C1)NC(C1=CC=C(C(=O)NC)C=C1)=O)C)C